ClC1=NC(=CC(=C1)C(C1CCC(CC1)CO)(F)F)Cl [4-[(2,6-dichloro-4-pyridyl)-difluoro-methyl]cyclohexyl]methanol